4-(4-Fluorophenyl)-3-oxobutanoic acid FC1=CC=C(C=C1)CC(CC(=O)O)=O